ClC=1C=C(C=CC1F)C(NC1=NC(=C(C(=C1)OC)F)C)C=1NC(=C(N1)C)S(=O)(=N)C N-[(3-chloro-4-fluorophenyl)-[4-methyl-5-(methylsulfonimidoyl)-1H-imidazol-2-yl]methyl]-5-fluoro-4-methoxy-6-methylpyridin-2-amine